5-(4-((8-bromo-2-methyl-3-oxo-3,4-dihydroquinoxalin-6-yl)methyl)piperazin-1-yl)-N,6-dimethylpyridinecarboxamide BrC=1C=C(C=C2NC(C(=NC12)C)=O)CN1CCN(CC1)C=1C=CC(=NC1C)C(=O)NC